3-ethyl-3-(butoxymethyl)oxetane Tert-butyl-N-[(2S)-3-[3-[(allyloxycarbonylamino)methyl]-3-hydroxy-azetidin-1-yl]-2-hydroxy-propyl]carbamate C(C)(C)(C)OC(NC[C@@H](CN1CC(C1)(O)CNC(=O)OCC=C)O)=O.C(C)C1(COC1)COCCCC